4-[5-(2-aminoethyl)pyrimidin-2-yl]-3-[6-[2-methoxyethyl(methyl)amino]-2-methylpyrimidin-4-yl]oxybenzonitrile NCCC=1C=NC(=NC1)C1=C(C=C(C#N)C=C1)OC1=NC(=NC(=C1)N(C)CCOC)C